(3-formylpyridin-2-yl)boric acid C(=O)C=1C(=NC=CC1)OB(O)O